4,5-dibromo-2-phenylpyridazin BrC1=CN(NC=C1Br)C1=CC=CC=C1